2-[[6-[5-chloro-3-[1-(4,4-difluorocyclohexyl)pyrazol-4-yl]quinoxalin-6-yl]oxy-7-fluoro-2-methyl-benzimidazol-1-yl]methoxy]ethyl-trimethyl-silane ClC1=C2N=C(C=NC2=CC=C1OC=1C=CC2=C(N(C(=N2)C)COCC[Si](C)(C)C)C1F)C=1C=NN(C1)C1CCC(CC1)(F)F